SC=1SC(=C(N1)C)CCO 2-sulfydryl-4-methyl-5-(beta-hydroxyethyl)-thiazole